CC=1C=C(C=C(C1)C)C(C#N)CC1=CC(=CC(=C1)C)C 2,3-bis(3,5-dimethylphenyl)propionitrile